5-(2-aminoethoxy)-N-(4,4-difluorocyclohexyl)-6-methoxy-2-(4-methylthiazol-2-yl)pyrimidin-4-amine NCCOC=1C(=NC(=NC1OC)C=1SC=C(N1)C)NC1CCC(CC1)(F)F